C(C)(C)(C)C1=CC=C(OC(C(=O)O)(C)C)C=C1 2-(4-(tert-butyl)phenoxy)-2-methylpropanoic Acid